Nonoyl-vanillamide methyl-(2R)-2-[(tert-butoxycarbonyl)amino]-6-(piperidin-1-yl)hexanoate COC([C@@H](CCCCN1CCCCC1)NC(=O)OC(C)(C)C)=O.C(CCCCCCCC)(=O)C1=C(C(=O)N)C=CC(=C1OC)O